BrC1=C(C=CC(=C1)F)C=1C(=NN(C1NC1=C(C=CC=C1F)Br)C)C 4-(2-bromo-4-fluoro-phenyl)-N-(2-bromo-6-fluorophenyl)-1,3-dimethyl-1H-pyrazol-5-amine